F[C@@H]1CN(CC[C@@H]1NC1=NN2C(C(=N1)OC)=C(C=C2)C=2C=CC1=C(N(N=N1)CC(F)(F)F)C2)C2COC2 N-((3R,4S)-3-fluoro-1-(oxetan-3-yl)piperidin-4-yl)-4-methoxy-5-(1-(2,2,2-trifluoroethyl)-1H-benzo[d][1,2,3]triazol-6-yl)pyrrolo[2,1-f][1,2,4]triazin-2-amine